ClC=1C(=NC=CC1C1=C(C(=CC=C1)C1=CC=C2C(=N1)N(C=C2CNC[C@@H](C)O)C)Cl)C2=CC(=C(CNC[C@H]1CCC(N1)=O)C=C2)OC (R)-5-(((4-(3-chloro-4-(2-chloro-3-(3-((((R)-2-hydroxypropyl)amino)methyl)-1-methyl-1H-pyrrolo[2,3-b]pyridin-6-yl)phenyl)pyridin-2-yl)-2-methoxybenzyl)amino)methyl)pyrrolidin-2-one